1,1-bis(hydroxymethyl)-cyclohexane OCC1(CCCCC1)CO